bis(1-methyl-3-(2,3-dimethylbutan-2-yl)cyclopentadienyl)zirconium dichloride [Cl-].[Cl-].CC1(C=C(C=C1)C(C)(C(C)C)C)[Zr+2]C1(C=C(C=C1)C(C)(C(C)C)C)C